FC(C1=CC=C(C(=O)OCCCCC)C=C1)(F)F amyl p-trifluoromethylbenzoate